NC(CCCCC)NC(=O)C=1C=C2C(N(C(C2=CC1)=O)C(CCCCC)N)=O N,2-bis(1-aminon-hexyl)-1,3-dioxoisoindoline-5-carboxamide